(Z)-9-dodecanal CCCCCCCCC(CCC)=O